5,5'-[(1,3-dioxo-1,3-propanediyl)bis[(2,3-dihydroxypropyl)imino]]bis[N-(2,3-dihydroxypropyl)-2,4,6-triiodo-1,3-benzenedicarboxamide] O=C(CC(=O)N(CC(CO)O)C=1C(=C(C(=C(C1I)C(=O)NCC(CO)O)I)C(=O)N)I)N(CC(CO)O)C=1C(=C(C(=C(C1I)C(=O)NCC(CO)O)I)C(=O)N)I